C(#N)C(C)(C)N1CC=C(C=C1)NC(=O)C=1N(N=CC1)CC(F)(F)F N-(1-Cyano-1-methylethyl)-4-[[2-(2,2,2-trifluoroethyl)pyrazol-3-carbonyl]amino]pyridin